C(CCCCCCCCCCC)(=O)OCC(O)CO Glycerol 1-monolaurate